4-fluoro-N-{[3-fluoro-4-(propan-2-yl)phenyl](phenyl)methyl}-1-[2-(pyridin-4-yl)acetyl]pyrrolidine-2-carboxamide FC1CC(N(C1)C(CC1=CC=NC=C1)=O)C(=O)NC(C1=CC=CC=C1)C1=CC(=C(C=C1)C(C)C)F